dipropylene salicylate C(C=1C(O)=CC=CC1)(=O)O.C=CC.C=CC